NC1=C2N=C(N(C2=NC=N1)CCCNS(=O)(=O)C1CC1)SC=1C=C2C(CCC2=CC1I)=O Cyclopropanesulfonic acid {3-[6-amino-8-(6-iodo-3-oxo-indan-5-ylsulfanyl)-purin-9-yl]-propyl}-amide